C1(CC1)C(C=1N=CN(C1)C(=O)OC(C)(C)C)O tert-butyl 4-(cyclopropyl (hydroxy) methyl)-1H-imidazole-1-carboxylate